OC1=CC(=CC2=CC=CC(=C12)F)Br 1-hydroxy-3-bromo-8-fluoronaphthalene